(S)-2-(4-(4-isopropylpyrazolo[1,5-a]pyridin-2-yl)-1,4,6,7-tetrahydro-5H-imidazo[4,5-c]pyridin-5-yl)-5-(1-methylcyclopropyl)-1,3,4-oxadiazole C(C)(C)C=1C=2N(C=CC1)N=C(C2)[C@H]2N(CCC1=C2N=CN1)C=1OC(=NN1)C1(CC1)C